acetyl-glucosamine 6-phosphate P(=O)(O)(O)OC[C@@H]1[C@H]([C@@H]([C@H](C(O)(O1)C(C)=O)N)O)O